C1=C2CC=3C(=CC=C4C5=CC=CC=C5NC34)C2=CC=C1 11,12-dihydroindeno[2,1-a]carbazole